NC(/C=C/CC[C@@H](C(=O)NC=1C(N(C=CC1)CC1=NC2=C(N1)C(=CC(=C2)F)OC(C)(C)C)=O)NC(OC)=O)=O methyl (S,E)-(7-amino-1-((1-((7-(tert-butoxy)-5-fluoro-1H-benzo[d]imidazol-2-yl)methyl)-2-oxo-1,2-dihydropyridin-3-yl)amino)-1,7-dioxohept-5-en-2-yl)carbamate